(S)-N-(5-(4-(3-(cyanomethyl)piperazin-1-yl)quinazoline-6-yl)-2-methoxypyridin-3-yl)-2,4-difluorobenzenesulfonamide C(#N)C[C@H]1CN(CCN1)C1=NC=NC2=CC=C(C=C12)C=1C=C(C(=NC1)OC)NS(=O)(=O)C1=C(C=C(C=C1)F)F